tert-Butyl 6-(6,8-dioxo-2,7-diazaspiro[4.6]undec-9-en-2-yl)pyridine-3-carboxylate O=C1C2(CCN(C2)C2=CC=C(C=N2)C(=O)OC(C)(C)C)CC=CC(N1)=O